N-((1S,2S)-2-hydroxycyclopentyl)benzenesulfonamide O[C@@H]1[C@H](CCC1)NS(=O)(=O)C1=CC=CC=C1